Tert-butyl ((5-chloro-3-(hydroxymethyl)pyridin-2-yl)(tetrahydrofuran-3-yl)methyl)carbamate ClC=1C=C(C(=NC1)C(C1COCC1)NC(OC(C)(C)C)=O)CO